1-(8-fluoroquinolin-4-yl)-1H-imidazol-4-amine FC=1C=CC=C2C(=CC=NC12)N1C=NC(=C1)N